N-(4-(4-(5-Cyanopyridin-2-yl)piperazin-1-yl)phenyl)-4-hydroxybenzamid C(#N)C=1C=CC(=NC1)N1CCN(CC1)C1=CC=C(C=C1)NC(C1=CC=C(C=C1)O)=O